COC(=O)C1=C(C2=C(OC(O2)C)C=C1CC=O)C 2,4-dimethyl-6-(2-oxoethyl)benzo[d][1,3]dioxole-5-carboxylic acid methyl ester